C(C)C=1C=NC=C(C1[N+](=O)[O-])F 3-ethyl-5-fluoro-4-nitropyridine